NC=1C=C(C=CC1[N+](=O)[O-])SC1=CC=C(C=C1)S(=O)(=O)NC=1SC=CN1 4-((3-amino-4-nitrophenyl)thio)-N-(thiazol-2-yl)benzenesulfonamide